[Cl-].C(CCCCCCCCCCCCCC)[N+](CCC[Si](OC)(OC)OC)(CC)CC pentadecyl-diethyl-(3-trimethoxysilylpropyl)ammonium chloride